7-bromo-6-chloro-8-fluoro-2-(((2R,7aS)-2-fluorotetrahydro-1H-pyrrolizin-7a(s)-yl)methoxy)-5-(((S)-2-((2-methoxyethyl)amino)but-3-en-1-yl)oxy)quinazolin-4-ol BrC1=C(C(=C2C(=NC(=NC2=C1F)OC[C@]12CCCN2C[C@@H](C1)F)O)OC[C@H](C=C)NCCOC)Cl